ClC=1C(=C(C#N)C=CC1Cl)F 3,4-dichloro-2-fluorobenzonitrile